methyl 3-(4-(2-chloro-3-fluorophenyl)piperidine-1-carbonyl)-1,4,5,7-tetrahydro-6H-pyrazolo[3,4-c]pyridine-6-carboxylate ClC1=C(C=CC=C1F)C1CCN(CC1)C(=O)C1=NNC=2CN(CCC21)C(=O)OC